C1(=CC=CC=C1)[Se]C1C(N(CCC1)C1=CC(=NN1COCC[Si](C)(C)C)C1=CC=NC=C1)=O 3-(phenylselanyl)-1-(3-(pyridin-4-yl)-1-((2-(trimethylsilyl)ethoxy)methyl)-1H-pyrazol-5-yl)piperidin-2-one